6-(1-Methyl-1H-pyrazol-4-yl)-3-((tetrahydro-2H-pyran-4-yl)ethynyl)isoquinoline tert-butyl-(4-fluorophenethyl)(3-hydroxypropyl)carbamate C(C)(C)(C)OC(N(CCCO)CCC1=CC=C(C=C1)F)=O.CN1N=CC(=C1)C=1C=C2C=C(N=CC2=CC1)C#CC1CCOCC1